C(C)OC(CN1C([C@@H](CC1)CC)=O)=O |r| (R/S)-ethyl-2-oxo-1-pyrrolidineacetic acid ethyl ester